2-(7-fluoro-8-((triisopropylsilyl)ethynyl)naphthalen-1-yl)-5-methyl-5a,6,7,8,9,10-hexahydro-5H-4-oxa-3,10a,11,13,14-pentaaza-6,9-methanonaphtho[1,8-ab]heptalene-14-carboxylate FC1=CC=C2C=CC=C(C2=C1C#C[Si](C(C)C)(C(C)C)C(C)C)C=1C=C2N=CN=C3C2=C(OC(C2C4CCC(CN32)N4C(=O)[O-])C)N1